COP(=O)(C)OC DIMETHYL METHYL phosphonate